3-Methyl-L-histidin CN1C=NC=C1C[C@H](N)C(=O)O